2-amino-2-(2,2-difluorocyclopropyl)ethan-1-ol NC(CO)C1C(C1)(F)F